Hydroxyl-indenone OC=1C(C2=CC=CC=C2C1)=O